P(=O)(OC1=C(C=CC=C1)C1=CC2=C(N=N1)NC1=C2[C@H](N(CC1)C1=NC=C(C=N1)C1CCN(CC1)C1CC2(CNC2)C1)C)(O)O (R)-2-(6-(5-(1-(2-azaspiro[3.3]heptan-6-yl)piperidin-4-yl)pyrimidin-2-yl)-5-methyl-6,7,8,9-tetrahydro-5H-pyrido[3',4':4,5]pyrrolo[2,3-c]pyridazin-3-yl)phenyl dihydrogen phosphate